(2S)-2-(benzylcarbamoylamino)-4-[(2S)-2-ethyl-1-piperidyl]-N-[(1S)-1-(4-fluoro-1H-benzimidazol-2-yl)ethyl]-4-oxo-butanamide C(C1=CC=CC=C1)NC(=O)N[C@H](C(=O)N[C@@H](C)C1=NC2=C(N1)C=CC=C2F)CC(=O)N2[C@H](CCCC2)CC